C1(CC1)CS(=O)(=O)N[C@@H]1C[C@H](C1)N(C=1C2=C(N=CN1)NC=C2)C 1-cyclopropyl-N-{trans-3-[methyl-(7H-pyrrolo[2,3-d]pyrimidin-4-yl)amino]cyclobutyl}methanesulfonamide